ClC1=C2C=C(NC2=CC=C1)C(=O)N1CC=2N(CC1)N=CC2C(=O)N2C1(CC1)CC(CC2)O 4-[5-(4-chloro-1H-indole-2-carbonyl)-4H,5H,6H,7H-pyrazolo[1,5-a]pyrazine-3-carbonyl]-4-azaspiro[2.5]octan-7-ol